2-(3,4-Dimethoxyphenyl)-1-ethyl-6-(1'-isobutyl-[1,4'-bipiperidin]-4-yl)-1H-benzo[d]imidazol COC=1C=C(C=CC1OC)C1=NC2=C(N1CC)C=C(C=C2)C2CCN(CC2)C2CCN(CC2)CC(C)C